Cl.F[C@H]1CNCC[C@H]1O (3s,4r)-3-fluoropiperidine-4-ol hydrochloride